(S)-4-(2-(4-(2-acetyl-5-chlorophenyl)-3-methoxy-6-oxopyridazin-1(6H)-yl)-N-methyl-3-phenylpropionamido)benzoic acid methyl ester COC(C1=CC=C(C=C1)N(C([C@H](CC1=CC=CC=C1)N1N=C(C(=CC1=O)C1=C(C=CC(=C1)Cl)C(C)=O)OC)=O)C)=O